N1=C(C=CC=C1)C1(N=NN=N1)C(=O)O 5-pyridinyl-tetrazolic acid